FC1=C(C=C(C=C1)NC=1C=C2C=NNC2=CC1C#CC(C)C)C N-(4-fluoro-3-methyl-phenyl)-6-(3-methylbut-1-ynyl)-1H-indazol-5-amine